FC1CN(C1)C1=NC(=C(C(=C1C#N)C1=CC=C(C=C1)[C@@H]1COCC1)C#N)S(=O)C 2-(3-fluoroazetidin-1-yl)-6-(methylsulfinyl)-4-(4-((R)-tetrahydrofuran-3-yl)phenyl)pyridine-3,5-dicarbonitrile